N-cyclopropyl-((2r,3s)-2-methylazetidin-3-yl)methanesulfonamide trifluoroacetate salt FC(C(=O)O)(F)F.C1(CC1)NS(=O)(=O)C[C@@H]1[C@H](NC1)C